4-((4-bromo-2-fluorophenoxy)methyl)piperidine hydrochloride Cl.BrC1=CC(=C(OCC2CCNCC2)C=C1)F